(R)-3-((1R,3R)-1-(5-fluoro-2-(2-((3-fluoropropyl)(methyl-d3)amino)ethoxy)-3-methylpyridin-4-yl)-3-methyl-1,3,4,9-tetrahydro-2H-pyrido[3,4-b]indol-2-yl)-2-methylpropanoic acid FC=1C(=C(C(=NC1)OCCN(C([2H])([2H])[2H])CCCF)C)[C@H]1N([C@@H](CC2=C1NC1=CC=CC=C21)C)C[C@H](C(=O)O)C